3-cyano-9-ethyl-6,6-dimethyl-11-oxo-6,11-dihydro-5H-benzo[b]carbazol C(#N)C1=CC=C2C=3C(C4=C(C(C3NC2=C1)(C)C)C=CC(=C4)CC)=O